C1(CC1)C1=C2CNCC2=CC=C1NC1=NC=C(C(=N1)C1=CC2=C(C(N(CCS2(=O)=O)C)=O)S1)C(F)(F)F 7-(2-((4-cyclopropylisoindolin-5-yl)amino)-5-(trifluoromethyl)pyrimidin-4-yl)-4-methyl-3,4-dihydrothieno[2,3-f][1,4]thiazepin-5(2H)-one 1,1-dioxide